C(C)OC(C[C@H]1CC2(OCCO2)CCC1=O)=O.C(C)O[Si](CCCN1C=NCC1)(OCC)OCC |r| triethoxy-3-(2-imidazoline-1-yl)propyl-silane racemic-ethyl-2-(8-oxo-1,4-dioxaspiro[4.5]decan-7-yl)acetate